[9-chloro-7-(5-fluoroindol-1-yl)-3,5-dihydro-2H-1,4-benzoxazepin-4-yl]methylcyclohexane-1-carboxylic acid ClC1=CC(=CC=2CN(CCOC21)CC2(CCCCC2)C(=O)O)N2C=CC1=CC(=CC=C21)F